2-(2,6-dioxopiperidin-3-yl)-4-(4-((4-isopropoxypiperidin-1-yl)methyl)benzylamino)isoindoline-1,3-dione O=C1NC(CCC1N1C(C2=CC=CC(=C2C1=O)NCC1=CC=C(C=C1)CN1CCC(CC1)OC(C)C)=O)=O